C1OC2=CC=C3C=CNC3=C2O1 6-methylenedioxyindole